CC(C)(CCC(C)(OOC(C)(C)C)C)OOC(C)(C)C 2,5-dimethyl-2,5-bis(tert.-butyl-peroxy)hexane